C(\C=C/C(=O)OCCCCCC)(=O)OCC mono(2-ethyl) hexyl maleate